3-{1-[3,5-Bis(trifluoromethyl)benzamido]ethyl}-5-methylpyrazin FC(C=1C=C(C(=O)NC(C)C=2C=NC=C(N2)C)C=C(C1)C(F)(F)F)(F)F